(R)-5-((5-(2-methoxy-6-(pyrrolidin-2-ylmethoxy)phenyl)-1H-pyrazol-3-yl)amino)pyrazine-2-carbonitrile COC1=C(C(=CC=C1)OC[C@@H]1NCCC1)C1=CC(=NN1)NC=1N=CC(=NC1)C#N